5-[2-fluoro-6-hydroxy-4-[[(4-methoxy-2-pyridinyl)amino]methyl]phenyl]-1,1-dioxo-1,2,5-thiadiazolidin-3-one FC1=C(C(=CC(=C1)CNC1=NC=CC(=C1)OC)O)N1CC(NS1(=O)=O)=O